BrC=1C=C(C(=NC1)OCC)O 5-bromo-2-ethoxypyridin-3-ol